OCCC1(OC(CCO1)C)C 2-(hydroxyethyl)-2,6-dimethyl-1,3-dioxane